C1CCCCCCC1 cyclooctane